FC1=C(C=CC(=C1F)OC)C1=CN=C2N1C=CN=C2NC2=CC(=C(C(=O)NC1CCNCC1)C=C2)CC 4-[[3-(2,3-difluoro-4-methoxyphenyl)imidazo[1,2-a]pyrazin-8-yl]amino]-2-ethyl-N-(4-piperidyl)benzamide